oxo-1,4-dihydro-1,8-naphthyridin O=C1C=CNC2=NC=CC=C12